CC(C1CC1)NC(=O)C2=C(C(=CC(=C2)Cl)Br)NC(=O)C3=CC(=NN3C4=C(C=CC=N4)Cl)Br The molecule is a carboxamide resulting from the formal condensation of the carboxylic acid group of 3-bromo-1-(3-chloropyridin-2-yl)-1H-pyrazole-5-carboxylic acid with the primary amino group of 2-amino-3-bromo-5-chloro-N-(1-cyclopropylethyl)benzamide. It is a member of cyclopropanes, a member of pyrazoles, an organobromine compound, a chloropyridine, a secondary carboxamide, a member of monochlorobenzenes and a member of bromobenzenes.